tert-Butyl ({1-[(1-fluorocyclohexyl)methyl]-5-oxo-4,5-dihydro-1H-pyrazol-3-yl}methyl)methylcarbamate FC1(CCCCC1)CN1N=C(CC1=O)CN(C(OC(C)(C)C)=O)C